C(C)C1=C(C(=O)NCC2CCN(CC2)CC(=O)OC(C)(C)C)C=CC(=C1)NC=1C=2N(C=CN1)C(=CN2)I tert-Butyl 2-[4-[[[2-ethyl-4-[(3-iodoimidazo[1,2-a]pyrazin-8-yl)amino]benzoyl]amino]methyl]-1-piperidyl]acetate